2-bromo-3-(3,5-difluorophenyl)thiophene BrC=1SC=CC1C1=CC(=CC(=C1)F)F